2'-chloro-N-(5-(((1R,2S,4R,5S)-5-hydroxybicyclo[2.2.1]heptan-2-yl)oxy)-1,3,4-thiadiazol-2-yl)-5'-methoxy-6-methyl-[4,4'-bipyridine]-3-carboxamide ClC1=NC=C(C(=C1)C1=C(C=NC(=C1)C)C(=O)NC=1SC(=NN1)O[C@@H]1[C@H]2C[C@@H]([C@@H](C1)C2)O)OC